C(C)OC(C(=O)C1C(C(=CCC1)OCC1=CC=CC=C1)=O)=O 2-(3-benzyloxy-2-oxo-cyclohex-3-en-1-yl)-2-oxo-acetic acid ethyl ester